CC1(CC1)NC(C1=CC=C(C=C1)C1=NOC(=N1)C(F)(F)F)=O N-(1-methylcyclopropyl)-4-[5-(trifluoro-methyl)-1,2,4-oxadiazol-3-yl]benzamide